ClC=1C(N(C(=CC1OCC1=CC=C(C=C1)OC)C)C1=CC(=NC=C1C)C1=NC(=NC=C1C1CC1)C(C)(C)O)=O 3-chloro-2'-[5-cyclopropyl-2-(2-hydroxypropan-2-yl)pyrimidin-4-yl]-4-[(4-methoxyphenyl)methoxy]-5',6-dimethyl-[1,4'-bipyridin]-2-one